4-bromo-3-(2-cyanocyclopropyl)pyrazolo[1,5-a]pyridine-5-carboxylic acid methyl ester COC(=O)C1=C(C=2N(C=C1)N=CC2C2C(C2)C#N)Br